CN1N=CC=C1C=1C=NC=2CCNCC2C1 3-(2-methylpyrazol-3-yl)-7,8-dihydro-5H-1,6-naphthyridin